C1(CC1)C=1N=C2N(C=C(C=C2OC)C(=O)OC)C1 methyl 2-cyclopropyl-8-methoxyimidazo[1,2-a]pyridine-6-carboxylate